C(=O)O.N[C@H]1COCC[C@@H]1C1=C(C2=NC(=CC(=C2S1)NCC=1SC=CC1)Cl)C#CC 2-((3R,4S)-3-aminotetrahydro-2H-pyran-4-yl)-5-chloro-3-(prop-1-yn-1-yl)-N-(thiophen-2-ylmethyl)thieno[3,2-b]pyridin-7-amine formate